spiro[oxetane-3,6'-pyrazolo[5,1-b][1,3]oxazine] N1=CC=C2OCC3(CN21)COC3